(4-(methylsulfinyl)phenyl)-3-phenylfuran-2(5H)-one CS(=O)C1=CC=C(C=C1)C1=C(C(OC1)=O)C1=CC=CC=C1